2,2-difluoro-3-(pyrrolidin-1-yl)propanoic acid FC(C(=O)O)(CN1CCCC1)F